1-(3-(4-amino-7-methyl-5-(4-(pyrrolidin-1-ylmethyl)phenyl)-7H-pyrrolo[2,3-d]pyrimidin-6-yl)pyrrolidin-1-yl)prop-2-en-1-one NC=1C2=C(N=CN1)N(C(=C2C2=CC=C(C=C2)CN2CCCC2)C2CN(CC2)C(C=C)=O)C